C(CCCC#C)N1CCCCC1 1-(hex-5-yn-1-yl)piperidine